C(CC(=O)C)(=O)OCCC(C)C ISOAMYL ACETOACETATE